(1S,5R,6S)-5-(2,6-difluoro-3-((2-methoxypyrido[3,4-b]pyrazin-5-yl)amino)phenyl)-5-(fluoromethyl)-2-oxa-4-azabicyclo[4.1.0]hept-3-en-3-amine FC1=C(C(=CC=C1NC1=NC=CC=2C1=NC=C(N2)OC)F)[C@@]2(N=C(O[C@H]1C[C@@H]21)N)CF